C(C)(C)(C)NS(=O)(=O)C1=CC(=CC=C1)NC1=NC(=NC=C1C)NC1=CC=C(C=C1)N1CCN(CC1)CC=1C=C2CN(C(C2=CC1)=O)C1C(NC(CC1)=O)=O N-(tert-butyl)-3-((2-((4-(4-((2-(2,6-dioxopiperidin-3-yl)-1-oxoisoindoline-5-yl)methyl)piperazin-1-yl)phenyl)amino)-5-methylpyrimidin-4-yl)amino)benzenesulfonamide